C(C)(C)(C)OC(=O)N1C(CC(CC1)OC1=CC=CC=C1)(C)C 2,2-dimethyl-4-phenoxy-piperidine-1-carboxylic acid tert-butyl ester